4-bromo-3-fluoro-N2-methyl-benzene-1,2-diamine BrC=1C(=C(C(=CC1)N)NC)F